N-{[3-(Acetoxymethoxy)-4-methoxypyridin-2-yl]carbonyl}-L-alanine (2S,3S)-3-(4-fluoro-2-methoxyphenyl)-4-methylpentan-2-yl ester FC1=CC(=C(C=C1)[C@@H]([C@H](C)OC([C@@H](NC(=O)C1=NC=CC(=C1OCOC(C)=O)OC)C)=O)C(C)C)OC